ClC1=C(C=CC2=C1C=C(O2)C(=O)O)N2CCN(CC2)CC2=CC(=CC=C2)F 4-chloro-5-[4-(3-fluoro-benzyl)-piperazin-1-yl]-benzofuran-2-carboxylic acid